2-(((2-cyclopentyl-4-methylpyridin-3-yl)methyl)thio)-3,5,6,7-tetrahydro-4H-cyclopenta[d]pyrimidin-4-one C1(CCCC1)C1=NC=CC(=C1CSC=1NC(C2=C(N1)CCC2)=O)C